2-amino-3-(3-bromo-2-fluorophenyl)propionic acid hydrochloride Cl.NC(C(=O)O)CC1=C(C(=CC=C1)Br)F